CN1N=C(C=C1C(=O)O)C 2,5-dimethylpyrazole-3-carboxylic acid